CC1=NC(=CC=C1O[C@@H]1C[C@H](CCC1)C(=O)O)C=1N=NN(C1CN1N=NN=C1C(C)C)C (1S,3S)-3-{[2-methyl-6-(1-methyl-5-{[5-(propan-2-yl)-1H-1,2,3,4-tetrazol-1-yl]methyl}-1H-1,2,3-triazol-4-yl)pyridin-3-yl]oxy}cyclohexane-1-carboxylic acid